ClC1=C(C(=NC=N1)C(C)OC1=CC=C(C=C1)C(C)C)F 2-(4-(1-(6-chloro-5-fluoropyrimidin-4-yl)ethoxy)phenyl)propane